(3E)-11,11-dioctyloxy-3-undecen-1-ol C(CCCCCCC)OC(CCCCCC/C=C/CCO)OCCCCCCCC